2-chloro-6-iodo-4h,5h,6h,7h,8h-thieno[3,2-b]azepin-5-one ClC1=CC=2NC(C(CCC2S1)I)=O